tert-butyl 4-(3-carbamoyl-2-{4-[3-(trifluoromethyl)phenoxy]phenyl}-4,5,6,7-tetrahydro-2H-pyrazolo[4,3-b]pyridin-7-yl)piperidine-1-carboxylate C(N)(=O)C=1N(N=C2C1NCCC2C2CCN(CC2)C(=O)OC(C)(C)C)C2=CC=C(C=C2)OC2=CC(=CC=C2)C(F)(F)F